COC(=O)C1(C(OC2=CC=CC=C2C1=O)C1=CC=C(C=C1)Cl)CC=C=CC=1C=C(C=CC1)C (-)-Methyl-2-(4-chlorophenyl)-4-oxo-3-(4-(m-tolyl)buta-2,3-dien-1-yl)chromane-3-carboxylate